4-cyano-2-(difluoromethyl)benzene-1-sulfonyl chloride C(#N)C1=CC(=C(C=C1)S(=O)(=O)Cl)C(F)F